ClC=1C=C(C=CC1)[C@H](C(=O)N1CC2=C(N=C(NC2=O)C2(CC2)C2=CC=C(C=C2)F)CC1)O (R)-6-(2-(3-chlorophenyl)-2-hydroxyacetyl)-2-(1-(4-fluorophenyl)cyclopropyl)-5,6,7,8-tetrahydropyrido[4,3-d]pyrimidin-4(3H)-one